C1(CC1)C=1N=NN(C1)[C@H](C(=O)N1[C@@H](C[C@H](C1)O)C(=O)NCCN1N=C(N=N1)C)C(C)(C)C (2S,4R)-1-[(2S)-2-(4-cyclopropyltriazol-1-yl)-3,3-dimethyl-butanoyl]-4-hydroxy-N-[2-(5-methyltetrazol-2-yl)ethyl]pyrrolidine-2-carboxamide